rac-2-[(4-amino-5-benzoyl-thiazol-2-yl)-(6-chloro-3-pyridyl)amino]propanamide 3-azido-3-(5-bromo-3-fluoropyridin-2-yl)cyclobutyl-pivalate N(=[N+]=[N-])C1(CC(C1)CC(C(=O)O)(C)C)C1=NC=C(C=C1F)Br.NC=1N=C(SC1C(C1=CC=CC=C1)=O)N([C@@H](C(=O)N)C)C=1C=NC(=CC1)Cl |r|